BrC=1C=C2C3=C(N(C2=CC1)C(C)(C)C)OC1=C3C(C3=CC=CC=C3C1=O)=O 2-bromo-5-(tert-butyl)-5H-naphtho[2',3':4,5]furo[2,3-b]indole-7,12-dione